1-allylimidazolidine C(C=C)N1CNCC1